3-(3-Acetoxypropyl)-7-bromo-6-fluoro-1-methyl-1H-indole-2-carboxylic acid methyl ester COC(=O)C=1N(C2=C(C(=CC=C2C1CCCOC(C)=O)F)Br)C